3,3'-imino-bis(N,N-dimethylpropylamine) N(CCCN(C)C)CCCN(C)C